ClC=1C=CC2=C(NC(CN2)CCO)N1 2-(6-chloro-1,2,3,4-tetrahydropyrido[2,3-b]pyrazin-3-yl)ethanol